[C@H]1([C@@H](O)[C@@H](O)[C@H](O)[C@H](O1)CO)OCC1=CC=C(C=C1)C1=NC=CC(=N1)COC1=C(C=CC=C1)CCC(=O)O 3-{2-[(2-{4-[(α-D-mannopyranosyloxy)methyl]phenyl}pyrimidin-4-yl)methoxy]phenyl}propanoic acid